(E)-2-(4-trifluoromethylstyryl)-quinoline FC(C1=CC=C(/C=C/C2=NC3=CC=CC=C3C=C2)C=C1)(F)F